C1(=CC=CC=C1)C(C1=CC=CC=C1)OC1=CC=C(C=C1)C[C@@H](CN1C(C2=CC=CC=C2C1=O)=O)O 2-[(2S)-3-[4-(phenylbenzyloxy)phenyl]-2-hydroxypropyl]-2,3-dihydro-1H-isoindole-1,3-dione